FC1([C@H]2[C@@H](N([C@@H](C1)CC2)C(=O)C2(C1=CC=CC=C1C=1C=CC=CC21)O)C(=O)N[C@H](C[C@@H]2C(NCC2)=O)\C=C(/S(=O)(=O)C)\F)F (1R,3R,4R)-5,5-difluoro-N-((R,Z)-4-fluoro-4-(methylsulfonyl)-1-((R)-2-oxopyrrolidin-3-yl)but-3-en-2-yl)-2-(9-hydroxy-9H-fluorene-9-carbonyl)-2-azabicyclo[2.2.2]octane-3-carboxamide